CC1CCCC(C1C=O)C 2,4-dimethyl-3-cyclohexanecarbaldehyde